1-(4-(5-(7,8-dimethyl-[1,2,4]triazolo[1,5-a]pyridin-6-yl)-6-isopropyl-4H-pyrrolo[3,2-d]thiazol-2-yl)piperidin-1-yl)ethan-1-one CC1=C(C=2N(C=C1C1=C(C=3N=C(SC3N1)C1CCN(CC1)C(C)=O)C(C)C)N=CN2)C